dimethyl 2,2'-Azodi(2-methylButyrate) N(=NC(C(=O)OC)(CC)C)C(C(=O)OC)(CC)C